C1=NC=C(C2=CC=CC=C12)N1C(N(C[C@@H]1C#N)C=1C(N(C(=CC1)C(F)(F)F)C)=O)=O (R)-3-(isoquinolin-4-yl)-1-(1-methyl-2-oxo-6-(trifluoromethyl)-1,2-dihydropyridin-3-yl)-2-oxoimidazolidine-4-carbonitrile